NC1(CCC(CC1)NC(=O)C1CC2CCC(C1)N2C(=O)C2=NNC(=C2)C2=CC(=NC=C2F)OC)C(F)(F)F N-(4-amino-4-(trifluoromethyl)cyclohexyl)-8-(5-(5-fluoro-2-methoxypyridin-4-yl)-1H-pyrazole-3-carbonyl)-8-azabicyclo[3.2.1]octane-3-carboxamide